4-{6-amino-5-[1-(2,6-dichloro-3-fluoro-phenyl)-ethoxy]-pyridin-3-yl}-N-(1-methyl-piperidin-4-yl)-benzamide NC1=C(C=C(C=N1)C1=CC=C(C(=O)NC2CCN(CC2)C)C=C1)OC(C)C1=C(C(=CC=C1Cl)F)Cl